ClC=1C=C(C=2N(N1)C(=CN2)C(C)C)N(C(OC(C)(C)C)=O)CC2=C(C=CC=C2)OC(F)(F)F tert-butyl (6-chloro-3-isopropylimidazo[1,2-b]pyridazin-8-yl)(2-(trifluoromethoxy)benzyl)carbamate